12-(4,7-diphenylquinazolin-2-yl)-7,7-dimethyl-7,12-dihydrobenzo[4,5]thieno[3,2-g]indeno[1,2-b]indole C1(=CC=CC=C1)C1=NC(=NC2=CC(=CC=C12)C1=CC=CC=C1)N1C2=C(C=3C=CC4=C(C13)SC1=C4C=CC=C1)C(C1=CC=CC=C12)(C)C